1'-(2-oxopropyl)spiro[indoline-3,4'-piperidine]-1-carboxylic acid tert-butyl ester C(C)(C)(C)OC(=O)N1CC2(CCN(CC2)CC(C)=O)C2=CC=CC=C12